C(C)(C)(C)OC(=O)N1CCN(CC1)C1=NC=C(C=C1)B1OC(C(O1)(C)C)(C)C 4-[5-(4,4,5,5-tetramethyl-1,3,2-dioxaborolane-2-yl)pyridin-2-yl]piperazine-1-carboxylic acid tert-butyl ester